BrC1=C(C=C2C(=C(C(=NC2=C1O)O)C#N)N1[C@H](CNCC1)C)Cl (S)-7-bromo-6-chloro-2,8-dihydroxy-4-(2-methylpiperazin-1-yl)quinoline-3-carbonitrile